(2R,3S)-2-amino-3-hydroxybutyric acid methyl ester hydrochloride Cl.COC([C@@H]([C@H](C)O)N)=O